3-[3-(cyclopropoxy)phenyl]-1-isopropyl-N-(3-methyl-1,1-dioxo-thietan-3-yl)pyrazolo[4,3-b]pyridine-6-carboxamide C1(CC1)OC=1C=C(C=CC1)C1=NN(C=2C1=NC=C(C2)C(=O)NC2(CS(C2)(=O)=O)C)C(C)C